tert-butyl 4-[2-[1-[4-[(2,6-dioxo-3-piperidyl)amino]-2-fluoro-phenyl]-4-piperidyl]ethyl]piperidine-1-carboxylate O=C1NC(CCC1NC1=CC(=C(C=C1)N1CCC(CC1)CCC1CCN(CC1)C(=O)OC(C)(C)C)F)=O